N[C@@H](CC(=O)OCC)C=1C=C(C=C(C1F)C)C1=C(C=C(C=C1C)C#N)C ethyl (S)-3-amino-3-(4'-cyano-4-fluoro-2',5,6'-trimethyl-[1,1'-biphenyl]-3-yl)propanoate